1-(4-(tert-butoxy)-4-oxobut-2-yn-1-yl) 5-ethyl 2-oxoglutarate O=C(C(=O)OCC#CC(=O)OC(C)(C)C)CCC(=O)OCC